FC1=C(C=CC(=C1F)C=1C(=NN(C1)C1=NC=CC=C1)C)C1=CN=C(N1C)C(=O)N 5-[2,3-difluoro-4-[3-methyl-1-(2-pyridinyl)pyrazol-4-yl]phenyl]-1-methyl-imidazole-2-carboxamide